CO[C@@H](C(=O)OC1C2=C(NC(CC1)=O)C=CC(=C2)Br)C2=CC=CC=C2 7-bromo-2-oxo-2,3,4,5-tetrahydro-1H-benzo[b]azepin-5-yl (R)-2-methoxy-2-phenylacetate